2-(4-(4-((tert-butyldimethylsilyl)oxy)-2-methylbutan-2-yl)((di-tert-butoxyphosphoryl)oxy)-5-methylphenyl)acetic acid [Si](C)(C)(C(C)(C)C)OCCC(C)(C)C1=CC(=C(C=C1C)CC(=O)O)OP(=O)(OC(C)(C)C)OC(C)(C)C